4-(4-((diethylamino)methyl)phenyl)-2,7-bis(3-morpholinopropyl)-9-((2-(pyrrolidin-1-yl)ethyl)amino)benzo[lmn][3,8]phenanthroline-1,3,6,8(2H,7H)-tetraone C(C)N(CC)CC1=CC=C(C=C1)C1=CC=2C(N(C(C=3C2C=2C(C(N(C(C12)=O)CCCN1CCOCC1)=O)=CC3NCCN3CCCC3)=O)CCCN3CCOCC3)=O